O1CC(C1)NC(C1=CC(=CC=C1)NC=1N=NC(=CC1)C1=CC=CC=C1)=O N-(oxetan-3-yl)-3-[(6-phenylpyridazin-3-yl)amino]benzamide